(S)-4-(7-allyl-3-((3-chloro-2-methoxyphenyl)amino)-4-oxo-4,5,6,7-tetrahydro-1H-pyrrolo[3,2-c]pyridin-2-yl)-3-fluoropyridine 1-oxide C(C=C)[C@@H]1C2=C(C(NC1)=O)C(=C(N2)C2=C(C=[N+](C=C2)[O-])F)NC2=C(C(=CC=C2)Cl)OC